1,1'-(hexane-1,6-diyl)bis(5-(2-ethylhexyl)biguanide) C(CCCCCNC(=N)NC(=N)NCC(CCCC)CC)NC(=N)NC(=N)NCC(CCCC)CC